(S)-tert-butyl 4-((cis)-4-(4-amino-5-(4-phenoxy phenyl)pyrrolo[2,1-f][1,2,4]triazin-7-yl)cyclohexyl)-2-methylpiperazine-1-carboxylate NC1=NC=NN2C1=C(C=C2[C@H]2CC[C@H](CC2)N2C[C@@H](N(CC2)C(=O)OC(C)(C)C)C)C2=CC=C(C=C2)OC2=CC=CC=C2